O1CCN(CC1)C1=CC(NC(=C1)N1[C@H](CCC1)C1=CC=CC=C1)=O 4-morpholino-6-[(2R)-2-phenylpyrrolidin-1-yl]-1H-pyridin-2-one